6-fluoro-7-(4,4,5,5-tetramethyl-1,3,2-dioxaborolan-2-yl)-1H-indole-2-carboxylate FC1=CC=C2C=C(NC2=C1B1OC(C(O1)(C)C)(C)C)C(=O)[O-]